C(C)(C)(C)C=1C=C(CCC(=O)N)C=C(C1O)C(C)(C)C 3,5-di-t-butyl-4-hydroxy-hydrocinnamamide